C(C1=CC=CC=C1)OCCCC1=C(N=NC(=C1C)Cl)Cl [3-(benzyloxy)propyl]-3,6-dichloro-5-methylpyridazine